N2-((1H-imidazol-2-yl)methyl)-N4-(3-chlorobenzyl)-6-(3,5-dimethylisoxazol-4-yl)quinazoline-2,4-diamine N1C(=NC=C1)CNC1=NC2=CC=C(C=C2C(=N1)NCC1=CC(=CC=C1)Cl)C=1C(=NOC1C)C